N-succinimidyl-4-(2-pyridyldithio)-2-sulfobutanoate C1(CCC(N1N1C(C=CC=C1)SSCCC(C(=O)[O-])S(=O)(=O)O)=O)=O